NC1=NC=2C=NC(=CC2C2=C1COC2)C(=O)N(CC2=NC=C(C=C2)C(F)(F)F)C=2C=NN(C2)C2CC2 4-amino-N-(1-cyclopropyl-1H-pyrazol-4-yl)-N-((5-(trifluoromethyl)-2-pyridinyl)methyl)-1,3-dihydrofuro[3,4-c][1,7]naphthyridine-8-carboxamide